C(C)(C)(C)OC(=O)N(C1(CC2=C(C(=CS2)C(=O)OCC)CC1)C)C ethyl 6-[tert-butoxycarbonyl(methyl)amino]-6-methyl-5,7-dihydro-4H-benzothiophene-3-carboxylate